indolizin-8(5H)-one C=1C=CN2CC=CC(C12)=O